C(C(C)C)[Mg]OCC Isobutyl-ethoxymagnesium